Acrylic acid-2,3-epoxypropyl ester C(C1CO1)OC(C=C)=O